1-(4-trimethylsilanylethynylphenyl)aminocyclopentanecarbonitrile C[Si](C)(C)C#CC1=CC=C(C=C1)NC1(CCCC1)C#N